C(CC)S(=O)(=O)NC(C1=CC(=C(C=C1)C)OCC1=C(C=CC=C1C)C)=O N-(propylsulfonyl)-3-((2,6-dimethylbenzyl)oxy)-4-methylbenzamide